methylChlorine CCl